tert-butyl 4-[3-(2,6-dibenzyloxy-3-pyridyl)-1-methyl-indazol-7-yl]oxypiperidine-1-carboxylate C(C1=CC=CC=C1)OC1=NC(=CC=C1C1=NN(C2=C(C=CC=C12)OC1CCN(CC1)C(=O)OC(C)(C)C)C)OCC1=CC=CC=C1